(3S)-oxapentan-3-ol OC[C@H](CC)O